C(C)(C)(C)C1=NC(=NO1)C(=O)N[C@H](C)C1=C(C(=C(C=C1)C1=NC=NC=2NC3=CC(=CC=C3C21)N2CCN(CC2)C(=O)OCC2=CC=CC=C2)F)C benzyl (R)-4-(4-(4-(1-(5-(tert-butyl)-1,2,4-oxadiazole-3-carboxamido)ethyl)-2-fluoro-3-methylphenyl)-9H-pyrimido[4,5-b]indol-7-yl)piperazine-1-carboxylate